2-(2,4,6-trimethylcyclohex-3-en-1-yl)-1,3-dioxan-5-one CC1C(C(CC(=C1)C)C)C1OCC(CO1)=O